4-(2-Azidoethyl)phenyl β-D-galactopyranoside O([C@H]1[C@H](O)[C@@H](O)[C@@H](O)[C@H](O1)CO)C1=CC=C(C=C1)CCN=[N+]=[N-]